COC=1C=C(C=C2C(=NC=NC12)N[C@H](C)C=1N=NC(=CC1)C)C1=NN(C=C1)C 8-methoxy-6-(1-methylpyrazol-3-yl)-N-[(1R)-1-(6-methylpyridazin-3-yl)ethyl]quinazolin-4-amine